C(N1N=CC(=C1)C=1C=CC=C(C1)O)([2H])([2H])[2H] 5-[1-(2H3)methyl-1H-pyrazol-4-yl]Phenol